(R)-2-oxopyrrolidine-3-carboxylic acid O=C1NCC[C@H]1C(=O)O